3-bromo-N-[5-(trifluoromethyl)pyrazin-2-yl]quinolin-2-carboxamidine BrC=1C(=NC2=CC=CC=C2C1)C(=N)NC1=NC=C(N=C1)C(F)(F)F